butane CCCC